(3R)-3-(4-Chlorophenyl)-2-[(5-chloropyridin-2-yl)methyl]-6-(2,4-dihydroxybutan-2-yl)-3-{[1-(hydroxymethyl)cyclopropyl]methoxy}-2,3-dihydro-1H-isoindol-1-on ClC1=CC=C(C=C1)[C@@]1(N(C(C2=CC(=CC=C12)C(C)(CCO)O)=O)CC1=NC=C(C=C1)Cl)OCC1(CC1)CO